BrC1=NC(=CC(=C1OCOC)OC(C(F)(F)F)CO[Si](C)(C)C(C)(C)C)I 2-bromo-4-((3-((tert-butyldimethylsilyl)oxy)-1,1,1-trifluoropropan-2-yl)oxy)-6-iodo-3-(methoxymethoxy)pyridine